4-(5-bromo-3-fluoro-2-nitrophenyl)morpholine BrC=1C=C(C(=C(C1)N1CCOCC1)[N+](=O)[O-])F